tert-butyl [(3S,5S)-3-amino-2-oxo-5-(8,8,13,13-tetramethyl-5,5-dioxido-12,12-diphenyl-2,6,11-trioxa-5λ6-thia-12-silatetradec-1-yl)pyrrolidin-1-yl]acetate N[C@@H]1C(N([C@@H](C1)COCCS(OCC(CCO[Si](C(C)(C)C)(C1=CC=CC=C1)C1=CC=CC=C1)(C)C)(=O)=O)CC(=O)OC(C)(C)C)=O